2-cyclopropyl-4-((5-phenyltetrahydrofuran-2-yl)methoxy)pyrimidin-5-carbonitrile C1(CC1)C1=NC=C(C(=N1)OCC1OC(CC1)C1=CC=CC=C1)C#N